2,4'-dihydroxymethyl-biphenyl OCC1=C(C=CC=C1)C1=CC=C(C=C1)CO